C(C)(C)(C)OCC(=O)C1C(C2=CC=C(C=C2C1=O)S(=O)(=O)C=1C=C2C(C(C(C2=CC1)=O)C(COC(C)(C)C)=O)=O)=O 2-[2-(tert-butoxy)acetyl]-5-({2-[2-(tert-butoxy)acetyl]-1,3-dioxo-2,3-dihydro-1H-inden-5-yl}sulfonyl)-2,3-dihydro-1H-indene-1,3-dione